C(C)(C)C1=NN(C(=C1)N=C=S)C 3-isopropyl-5-isothiocyanato-1-methyl-pyrazole